(1R,2R,3aS,10aR)-1-{(1E,3ξ)-3-[1-(2-chloro-6-fluorophenyl)cyclopropyl]-3-hydroxy-1-propen-1-yl}-2-hydroxy-2,3,3a,9,10,10a-hexahydro-1H-benzo[b]cyclopenta[f]oxepin-6-carboxylic acid ClC1=C(C(=CC=C1)F)C1(CC1)C(/C=C/[C@H]1[C@@H](C[C@H]2[C@@H]1CCC1=C(O2)C=C(C=C1)C(=O)O)O)O